methyl (S)-2-((1-((4-(4-chloro-2-fluorobenzyl)thiazol-2-yl)methyl)piperidin-4-yl)methyl)-3-(oxetan-2-ylmethyl)-3H-imidazo[4,5-b]pyridine-5-carboxylate ClC1=CC(=C(CC=2N=C(SC2)CN2CCC(CC2)CC2=NC=3C(=NC(=CC3)C(=O)OC)N2C[C@H]2OCC2)C=C1)F